C(CCCCCCCCCCCCCCCCCCC)(=O)N[C@@H]1C[C@H]2C[C@H]([C@H]3[C@@H]4CC[C@H]([C@@H](CCC)C)[C@]4([C@H](C[C@@H]3[C@]2(CC1)C)O)C)O 3β-Arachidylamido-7a,12α-Dihydroxy-5β-cholan